N1C[C@H](C(=O)O)CCC1 |r| R and S-nipecotic acid